BrC=1C=C(NC(CC(=O)O)=O)C=C(C1)F 3-(3-bromo-5-fluoro-anilino)-3-oxo-propanoic acid